C1(=CC=CC=C1)N1C=2C=CC(=CC2C=2C3=C(C=CC12)C=CC=C3)C3=CC=C(C1=CC=CC=C31)C=3C=CC=1N(C2=CC=CC=C2C1C3)C3=CC=CC=C3 7-phenyl-10-[4-(9-phenylcarbazol-3-yl)-1-naphthyl]benzo[c]carbazole